(S)-2-amino-5-(4-chlorophenyl)-4-oxo-4,5-dihydrofuran-3-yl-5-d propane-2-sulfonate CC(C)S(=O)(=O)OC1=C(O[C@@](C1=O)([2H])C1=CC=C(C=C1)Cl)N